methyl (S)-5-methyl-4-ureido-2,5-dihydrofuran-3-carboxylate C[C@H]1C(=C(CO1)C(=O)OC)NC(=O)N